FC(OC1=NC=CC(=C1)CNC(=O)N[C@@H]1[C@@](CCC1)(C)O)F 1-[[2-(difluoromethoxy)pyridin-4-yl]methyl]-3-[(1S,2S)-2-hydroxy-2-methyl-cyclopentyl]urea